FC(CN1C(=C(C(C(=C1)C1=C(C=C(C=C1)F)OC)=O)C(=O)NC1=CC(=C(C=C1)OC1=CC=NC2=CC(=CN=C12)OC)F)C)F 1-(2,2-difluoroethyl)-N-[3-fluoro-4-[(7-methoxy-1,5-naphthyridin-4-yl)oxy]phenyl]-5-(4-fluoro-2-methoxyphenyl)-2-methyl-4-oxopyridine-3-carboxamide